1-(5-amino-2,4-dimethyl-phenyl)pyrrolidin-2-one NC=1C(=CC(=C(C1)N1C(CCC1)=O)C)C